CC(C)(C)OC(=O)N1CC(=CC1)C=1C=CC(=NC1)C(=O)OC methyl 5-(1-{[(2-methylprop-2-yl)oxy]carbonyl}-2,5-dihydro-1H-pyrrol-3-yl)pyridine-2-carboxylate